3-[(3-methyloxetan-3-yl)oxy]-5-(5-methyl-1,3-thiazol-2-yl)-N-{(1R)-1-[2-(trifluoromethyl)pyrimidin-5-yl]ethyl}benzamide 3-bromo-2,3-diiodo-2-propenyl-ethyl-carbamate BrC(C=CC(CNC(O)=O)I)I.CC1(COC1)OC=1C=C(C(=O)N[C@H](C)C=2C=NC(=NC2)C(F)(F)F)C=C(C1)C=1SC(=CN1)C